5-chloro-1'-{2-[(3-methyl-2-oxo-1-{[2-(trimethylsilyl)ethoxy]methyl}-1H,2H,3H-imidazo[4,5-b]pyridin-6-yl)oxy]ethyl}-1,2-dihydrospiro[indole-3,4'-piperidin]-2-one ClC=1C=C2C(=CC1)NC(C21CCN(CC1)CCOC=1C=C2C(=NC1)N(C(N2COCC[Si](C)(C)C)=O)C)=O